C1[C@@H]([C@H](O[C@H]1N2C=NC3=C2N=C(NC3=O)N)COP(=O)(O)O[C@H]4C[C@@H](O[C@@H]4COP(=O)(O)O[C@H]5C[C@@H](O[C@@H]5COP(=O)(O)O)N6C=NC7=C6N=C(NC7=O)N)N8C=NC9=C8N=C(NC9=O)N)O The molecule is a polynucleotide comprised of 2'-deoxyguanosine units connected via 3'->5' phosphodiester linkages. It contains a 2'-deoxyguanosine 5'-monophosphate residue, a dGMP 5'-end residue and a dGMP 3'-end residue.